C(C)(C)(C)OC(=O)N1CCC(CC1)C1=NC(=NC=C1)SC 4-(2-(methylthio)pyrimidin-4-yl)piperidine-1-carboxylic acid tert-butyl ester